O[C@@H]1C[C@H](N(C1)C([C@H](C(C)(C)C)N1N=NC(=C1)C1=CC(=CC=C1)CO)=O)C(=O)NC (2S,4r)-4-hydroxy-1-[(2S)-2-[4-[3-(hydroxymethyl)phenyl]triazol-1-yl]-3,3-dimethyl-butyryl]-N-methyl-pyrrolidine-2-carboxamide